3-(5-Amino-6-(2-methylthiazol-5-yl)pyrazin-2-yl)-N-(3-cyanobicyclo[1.1.1]pentan-1-yl)-4-methylbenzenesulfonamide Trifluoroacetate Salt FC(C(=O)O)(F)F.NC=1N=CC(=NC1C1=CN=C(S1)C)C=1C=C(C=CC1C)S(=O)(=O)NC12CC(C1)(C2)C#N